C=C\C=C/CCC(CCC)O cis-4-cis-7-decanedienol